FC(C=1C=C(C=CC1F)C=1C=C2C(=NC1)C=NN2CC(=O)N2CCC(CC2)NC(C)=O)F N-[1-[2-[6-[3-(Difluoromethyl)-4-fluoro-phenyl]pyrazolo[4,3-b]pyridin-1-yl]acetyl]-4-piperidyl]acetamide